FC=1C=C(C=CC1OC1=C2C(=NC=C1)NN=C2NC[C@@H](C)O)NC(=O)C=2C(N(N=CC2)C2=CC=C(C=C2)F)=O (R)-N-(3-fluoro-4-((3-((2-hydroxypropyl)-amino)-1H-pyrazolo-[3,4-b]pyridin-4-yl)-oxy)phenyl)-2-(4-fluorophenyl)-3-oxo-2,3-dihydropyridazine-4-carboxamide